γ-methacryloxypropyldiethylmethoxysilane C(C(=C)C)(=O)OCCC[Si](OC)(CC)CC